C(C)(C)C1(N(C(=C(N1C)C1=C(C=CC=C1)OC)C1=C(C=CC=C1)OC)C)C1(N(C(=C(N1C)C1=CC=C(C=C1)OC)C1=CC=C(C=C1)OC)C)C(C)C 2,2'-diisopropyl-4,5-bis(2-methoxyphenyl)-4',5'-bis(4-methoxyphenyl)-1,1',3,3'-tetramethyl-2,2',3,3'-tetrahydro-1H,1'H-2,2'-biimidazole